BrC1=CC=C(C=C1)C1CC(C1)CN1CCC(CC1)O 1-[[3-(4-bromophenyl)cyclobutyl]methyl]piperidin-4-ol